(S)-2-(3-chloro-4-(6-(1-methylcyclopropoxy)-9-((4-methylpyridin-2-yl)methyl)-9H-purin-8-yl)phenoxy)-1-(2-(hydroxymethyl)pyrrolidin-1-yl)ethan-1-one ClC=1C=C(OCC(=O)N2[C@@H](CCC2)CO)C=CC1C=1N(C2=NC=NC(=C2N1)OC1(CC1)C)CC1=NC=CC(=C1)C